CN(C)CC=1C(N(C=CC1)CC=1C=NC=CC1)=O (dimethylamino)methyl-1-(pyridin-3-ylmethyl)pyridin-2(1H)-one